(4-Nitro-3-(piperazin-1-yl)phenyl)methanol [N+](=O)([O-])C1=C(C=C(C=C1)CO)N1CCNCC1